tert-butyl N-(5-methoxy-3-pyridyl)carbamate COC=1C=C(C=NC1)NC(OC(C)(C)C)=O